C(#N)C1=CC=C2C=C(N(C2=C1)CC1=CC(=CC2=CC=CC=C12)S(=O)(=O)C1=CC=CC=C1)NC(OC(C)(C)C)=O tert-butyl (6-cyano-1-((3-(phenylsulfonyl)naphthalen-1-yl)methyl)-1H-indol-2-yl)carbamate